4-(2,6-bis(benzyloxy)pyridin-3-yl)-8-(1,4-dioxaspiro[4.5]dec-8-yl)-3,4-dihydro-2H-pyrido[3,2-b][1,4]oxazine C(C1=CC=CC=C1)OC1=NC(=CC=C1N1C2=C(OCC1)C(=CC=N2)C2CCC1(OCCO1)CC2)OCC2=CC=CC=C2